C(N)(O)=O.C(C)(C)(C)C1CC(C1)CCN1CCN(CC1)C1=NSC2=C1C=CC=C2 tert-butyl-(3-(2-(4-(benzo[d]isothiazol-3-yl)piperazin-1-yl)ethyl)cyclobutane) carbamate